3,4-dimethyl-benzonitrile CC=1C=C(C#N)C=CC1C